CN(C1=NC=CC=C1N[C@H](C)C=1C=C(C=C2C(C(=C(OC12)C=1C=NC=CC1)C)=O)C)C 8-[(1R)-1-[[2-(Dimethylamino)-3-pyridyl]amino]ethyl]-3,6-dimethyl-2-(3-pyridyl)chromen-4-one